ClC1=C(C(=C(C=C1OC)OC)Cl)NC(N(C)C1=CC(=NC=N1)NC1=CC=C(C=C1)N1CCN(CC1)CC(=O)NCCC(=O)O)=O 3-(2-(4-(4-((6-(3-(2,6-dichloro-3,5-dimethoxyphenyl)-1-methylureido)pyrimidin-4-yl)amino)phenyl)piperazin-1-yl)acetamido)propanoic acid